C1(=CC=C(C=C1)C1=NC(=NC(=N1)C1=CC=C(C=C1)C1=CC=NC=C1)C=1C=C(C(=CC1)C1=CC=C(C=C1)C#N)C1=CC=C(C=C1)C#N)C1=CC=CC=C1 4'-(4-([1,1'-biphenyl]-4-yl)-6-(4-(pyridin-4-yl)phenyl)-1,3,5-triazin-2-yl)-[1,1':2',1''-terphenyl]-4,4''-dicarbonitrile